(5-Bromothiazol-2-yl)(4-methoxybenzyl)carbamic acid tert-butyl ester C(C)(C)(C)OC(N(CC1=CC=C(C=C1)OC)C=1SC(=CN1)Br)=O